C(=O)C1=C(N(C=2N=C(SC21)SC2=CC=C(C=C2)C)C)C(=O)OCC ethyl 6-formyl-4-methyl-2-(p-tolylthio)-4H-pyrrolo[2,3-d]thiazole-5-carboxylate